CC1C(CCCC1C)=O 2,3-dimethylcyclohexanone